C1(=CCCC1)C1=CC2=C(NC(O2)=O)C(=C1)C 6-(Cyclopent-1-en-1-yl)-4-methylbenzo[d]oxazol-2(3H)-one